2,3,6,7-tetrahydro-4H-pyrazino[2,1-a]isoquinolin-4-one C=1NCC(N2C1C1=CC=CC=C1CC2)=O